ClC=1C(=C(C=CC1)C1(CC1)C(=O)NC=1C=CC(=C(C(=O)OC)C1)C=1C=NN(C1)C1CCC1)F Methyl 5-({[1-(3-chloro-2-fluoro-phenyl) cyclopropyl] carbonyl} amino)-2-(1-cyclobutyl-1H-pyrazol-4-yl)benzoate